p-fluorostyrene oxide FC1=CC=C(C2CO2)C=C1